3-((1-methyl-9-(1-methyl-1H-pyrazol-4-yl)-6,7-dihydro-5H-benzo[c][1,2,3]triazolo[1,5-a]azepin-7-yl)amino)phenol CC=1N=NN2C1C1=C(C(CC2)NC=2C=C(C=CC2)O)C=C(C=C1)C=1C=NN(C1)C